ClC=1C2=C(N(N=C2C(=CC1)Cl)C(C(NC=1SC=CN1)=O)C1=C2N(C=N1)C[C@@H](C2)F)C2=CC=C(CCNC(OC(C)(C)C)=O)C=C2 tert-butyl (4-(4,7-dichloro-2-(1-((R)-6-fluoro-6,7-dihydro-5H-pyrrolo[1,2-c]imidazol-1-yl)-2-oxo-2-(thiazol-2-ylamino)ethyl)-2H-indazolyl)phenethyl)carbamate